CN(C(C(F)(F)C1=NN=C(S1)NC(C1=CN=C(C=C1C1=C(C(=CC=C1OC)C)F)C)=O)=O)C N-(5-(2-(dimethylamino)-1,1-difluoro-2-oxoethyl)-1,3,4-thiadiazol-2-yl)-4-(2-fluoro-6-methoxy-3-methylphenyl)-6-methylnicotinamide